C(C)(C)(C)OC(=O)N[C@@H](CC(=O)O)CC1=CC=CC=C1 (R)-3-((tert-Butoxycarbonyl)amino)-4-phenylbutanoic acid